C12CN(CC(CC1)N2)C2=NN=C(S2)C=2C(=CC(=NC2)C2=CC=C1N2N=CC(=C1)C#N)NC1CCOCC1 7-[5-(5-{3,8-diazabicyclo[3.2.1]octan-3-yl}-1,3,4-thiadiazol-2-yl)-4-(oxan-4-ylamino)pyridin-2-yl]pyrrolo[1,2-b]pyridazine-3-carbonitrile